3,4,5-trioctadecyl-phenyl-carbinol C(CCCCCCCCCCCCCCCCC)C=1C=C(C=C(C1CCCCCCCCCCCCCCCCCC)CCCCCCCCCCCCCCCCCC)CO